NC1=CC(=C(C=C1)N(C(OC(C)(C)C)=O)C1CC(C1)CN1CCC(CC1)COC1=CC(=C2C(NC(=NC2=C1)CSC1CCOCC1)=O)F)F tert-butyl (4-amino-2-fluorophenyl)(3-((4-(((5-fluoro-4-oxo-2-(((tetrahydro-2H-pyran-4-yl)thio)methyl)-3,4-dihydroquinazolin-7-yl)oxy)methyl)piperidin-1-yl)methyl)cyclobutyl)carbamate